2-OXOHEXAHYDRO-2H-CYCLOPENTA[B]FURAN-4-CARBALDEHYDE O=C1CC2C(O1)CCC2C=O